4-methyl-4-(4-((2-oxopyrrolidin-1-yl)carbonyl)benzyl)morpholine-4-ium C[N+]1(CCOCC1)CC1=CC=C(C=C1)C(=O)N1C(CCC1)=O